4-(8-methyl-3,8-diazabicyclo(3.2.1)octan-3-yl)-3-(2-((tetrahydro-2H-pyran-2-yl)oxy)ethoxy)aniline CN1C2CN(CC1CC2)C2=C(C=C(N)C=C2)OCCOC2OCCCC2